[N]=O.[C].[Ti].[Fe] iron-titanium carbon nitrogen oxide